N-((3R,5S)-5-methylpiperidin-3-yl)acetamide C[C@H]1C[C@H](CNC1)NC(C)=O